3,5-di-tert-butyl-4-hydroxyhydrocinnamic acid, octadecyl ester C(C)(C)(C)C=1C=C(CCC(=O)OCCCCCCCCCCCCCCCCCC)C=C(C1O)C(C)(C)C